N-[(6-Amino-2-pyridyl)sulfonyl]-6-(3-fluoro-5-isobutoxyphenyl)-2-[(3R)-3-methyl-1-piperidyl]pyridin-3-carboxamid NC1=CC=CC(=N1)S(=O)(=O)NC(=O)C=1C(=NC(=CC1)C1=CC(=CC(=C1)OCC(C)C)F)N1C[C@@H](CCC1)C